(R)-8-chloro-6-hydroxyoctanoic acid ethyl ester C(C)OC(CCCC[C@H](CCCl)O)=O